FC1=CC=C(C=C1)S(/C=C/CNC(=O)C=1C(NC=2CCN(CC2C1)C(=O)OCC1CC1)=O)(=O)=N cyclopropylmethyl 3-{[(2E)-3-[(4-fluorophenyl)(imino)oxo-λ6-sulfanyl]prop-2-en-1-yl]carbamoyl}-2-oxo-1,2,5,6,7,8-hexahydro-1,6-naphthyridine-6-carboxylate